C(#N)[B-](C#N)(C#N)C#N.C(C)N1C(N(C(=C1CCC)C)C)C 1-ethyl-2,3,4-trimethyl-5-propylimidazole tetracyanoborate